9-(Difluoro-methyl)-7-fluoro-8-(7-fluoro-1H-indol-4-yl)-1,4,4-trimethyl-5H-[1,2,4]triazolo[4,3-a]quinoxaline FC(C=1C(=C(C=C2NC(C=3N(C12)C(=NN3)C)(C)C)F)C3=C1C=CNC1=C(C=C3)F)F